3,3-Diphenyl-D-alanine C1(=CC=CC=C1)C([C@@H](N)C(=O)O)C1=CC=CC=C1